2-(4-Carboxy-2,5-dihydroxyphenyl)-4-(4-carboxymethyl-2,5-dihydroxyphenyl)-1,3,5-triazine C(=O)(O)C1=CC(=C(C=C1O)C1=NC=NC(=N1)C1=C(C=C(C(=C1)O)CC(=O)O)O)O